(1r,4r)-4-(3-chloroanilino)-2'-{3-[(3-cyclopropylpyridin-4-yl)oxy]propyl}-2',3'-dihydrospiro[cyclohexane-1,1'-indene]-4-carboxylic acid ClC=1C=C(NC2(CCC3(C(CC4=CC=CC=C34)CCCOC3=C(C=NC=C3)C3CC3)CC2)C(=O)O)C=CC1